CNC1CC(C1)N N1-methylcyclobutane-1,3-diamine